1,3-dihydro-1-[1-[[4-(6-phenyl-1H-imidazo[4,5-g]quinoxalin-7-yl)phenyl]methyl]-4-piperidinyl]-2H-benzimidazol-2-one C1(=CC=CC=C1)C1=NC=2C=C3C(=CC2N=C1C1=CC=C(C=C1)CN1CCC(CC1)N1C(NC2=C1C=CC=C2)=O)NC=N3